C(C)(C)(C)OC(=O)N[C@H](C(CC1=C(C(=O)O)C(=CC=C1)C)=O)C (S)-2-(3-((tert-Butoxycarbonyl)amino)-2-oxobutyl)-6-methylbenzoic acid